1-(4-chlorobenzyl)-3-(6-(1-hydroxyethyl)spiro[3.3]Hept-2-yl)urea ClC1=CC=C(CNC(=O)NC2CC3(C2)CC(C3)C(C)O)C=C1